C(C=C)N(CCC1=CNC2=CC(=CC=C12)OC(CC(=O)O)=O)CC=C 3-((3-(2-(diallylamino)ethyl)-1H-indol-6-yl)oxy)-3-oxopropionic acid